COC(=O)C1=C(C=2C(N(C1=O)CC1=CC=C(C=C1)OC)=CN(N2)CC)O 2-Ethyl-7-hydroxy-4-(4-methoxybenzyl)-5-oxo-4,5-dihydro-2H-pyrazolo[4,3-b]pyridine-6-carboxylic acid methyl ester